CC=1N=C2N(N=C(C=C2)C=2N=C3N(C(C2)=O)C=C(S3)N3CCNCC3)C1 7-(2-methylimidazo[1,2-b]pyridazin-6-yl)-2-piperazin-1-yl-thiazolo[3,2-a]pyrimidin-5-one